N-phenyl-thiobenzamide C1=CC=C(C=C1)C(=S)NC2=CC=CC=C2